1-ISOBUTYL-1H-PYRAZOLE-4-BORONIC ACID C(C(C)C)N1N=CC(=C1)B(O)O